Cl.CC(CCC)N1C2C3=CC=CC=C3C1CCC2 12-(Pentan-2-yl)-12-azatricyclo[6.3.1.02,7]dodeca-2,4,6-triene hydrochloride